CS(=O)(=O)[O-].C[SH2+] methylsulfonium methanesulfonate